CC=1C=C(CN2C[C@H](CCC2)C=2NC(N(N2)C2=CC=C(C=C2)OC)=O)C=C(C1)C (s)-5-(1-(3,5-dimethylbenzyl)piperidin-3-yl)-2-(4-methoxyphenyl)-2,4-dihydro-3H-1,2,4-triazol-3-one